CN1N=NN=C1C(C1=CC=CC=C1)=NOCC1=CC=CC(=N1)NC(OC(C)(C)C)=O tert-Butyl {6-[({[(1-methyl-1H-tetrazol-5-yl)(phenyl)methylene]amino}oxy)methyl]pyridin-2-yl}carbamate